N[C@H](C(=O)N)CO (S)-2-amino-3-hydroxypropionamide